tert-Butyl N-[(1R,2R)-2-(2-hydroxyethyl)-1-(hydroxymethyl)-4,4-dimethyl-pentyl]carbamate OCC[C@H]([C@H](CO)NC(OC(C)(C)C)=O)CC(C)(C)C